FC(C(=O)NS(=O)(=O)C(F)(F)F)(F)F 2,2,2-trifluoro-N-(trifluoromethanesulfonyl)acetamide